3-(2-chloropyrimidine-4-yl)-5-methoxy-1H-indole ClC1=NC=CC(=N1)C1=CNC2=CC=C(C=C12)OC